(8-fluoro-2-(6-methoxypyridin-3-yl)-2,3-dihydrobenzo[b][1,4]dioxin-6-yl)boronic acid FC1=CC(=CC2=C1OC(CO2)C=2C=NC(=CC2)OC)B(O)O